5-hydroxy-naphthalene OC1=C2C=CC=CC2=CC=C1